COC1=CC=C(C=C1)C(OC[C@@H]1[C@H]([C@H]([C@@H](O1)N1C(NC(C(=C1)C#CC)=O)=O)F)O)(C1=CC=CC=C1)C1=CC=C(C=C1)OC 1-((2R,3R,4R,5R)-5-((bis(4-methoxyphenyl)(phenyl)methoxy)methyl)-3-fluoro-4-hydroxytetrahydrofuran-2-yl)-5-(prop-1-yn-1-yl)pyrimidine-2,4(1H,3H)-dione